CC1=C(C=C(C=N1)NC(C1=NC=CC(=C1)[C@H](C(F)(F)F)OC)=O)C=1C=NC2=CC(=NC=C2C1)NC (R)-N-(6-methyl-5-(7-(methylamino)-1,6-naphthyridin-3-yl)pyridin-3-yl)-4-(2,2,2-trifluoro-1-methoxyethyl)picolinamide